Ethyl (R*)-4-(3,4-difluoro-2-methylphenyl)-6-(((cis)-6,6-difluorohexahydro-4H-pyrrolo[3,2-c]isoxazol-4-yl) methyl)-2-(thiazol-2-yl)-1,4-dihydropyrimidine-5-carboxylate FC=1C(=C(C=CC1F)[C@H]1N=C(NC(=C1C(=O)OCC)CN1CC([C@@H]2NOC[C@@H]21)(F)F)C=2SC=CN2)C |o1:8|